tert-butyl 8-(5-((4-fluorobenzyl)sulfonyl)-4,5,6,7-tetrahydrothiazolo[5,4-c]pyridin-2-yl)-3,8-diazabicyclo[3.2.1]octane-3-carboxylate FC1=CC=C(CS(=O)(=O)N2CC3=C(CC2)N=C(S3)N3C2CN(CC3CC2)C(=O)OC(C)(C)C)C=C1